1,10-bis(cyclohexylsulfonyl-azomethylsulfonyl)decane C1(CCCCC1)S(=O)(=O)N=NCS(=O)(=O)CCCCCCCCCCS(=O)(=O)CN=NS(=O)(=O)C1CCCCC1